FC1=C(N=CC2=C1N=C(N=C2N2CCOCC(C2)(O)C)OCC21CCCN1CCC2)C2=CC=CC1=CC=CC(=C21)F 4-(8-fluoro-7-(8-fluoronaphthalen-1-yl)-2-((hexahydro-1H-pyrrolizin-7a-yl)methoxy)pyrido[4,3-d]pyrimidin-4-yl)-6-methyl-1,4-oxaazepan-6-ol